2-Hydroxybutyl Vinyl Ether C(=C)OCC(CC)O